N=C1C(C=O)OC=C1 Imino-Furfural